[(2S)-2-piperidyl]methanol N1[C@@H](CCCC1)CO